BrC1=C(C=C(C(=O)OC)C=C1)C=1C(=NN(C1)CC)C(F)(F)F methyl 4-bromo-3-(1-ethyl-3-(trifluoromethyl)-1H-pyrazol-4-yl)benzoate